O=C1NC(CCC1C1=CC(=C(C=C1)C1CCN(CC1)CC1CCC(CC1)C=1N=C2N(C=C(C(=C2)OC(C)C)C(=O)NC2=NC(=CC=C2)C(F)(F)F)C1)F)=O 2-[4-[[4-[4-(2,6-Dioxo-3-piperidinyl)-2-fluoro-phenyl]-1-piperidinyl]methyl]cyclohexyl]-7-isopropoxy-N-[6-(trifluoromethyl)-2-pyridinyl]imidazo[1,2-a]pyridine-6-carboxamide